ClC=1C=C(C=CC1)C1=C2C(=NC(=C1F)C1=CC=CC=C1)C1=C(O2)C=CC=C1 4-(3-chlorophenyl)-3-fluoro-2-phenylbenzofuro[3,2-b]pyridine